4-[2-(Ethylamino)-6-(6-{1-[(3R)-3-methylpiperidin-1-yl]methyl}-1-oxo-4-(trifluoromethyl)-3H-isoindol-2-yl)pyridin-4-yl]-3-(4-methyl-1,2,4-triazol-3-yl)benzonitrile C(C)NC1=NC(=CC(=C1)C1=C(C=C(C#N)C=C1)C1=NN=CN1C)N1C(C2=CC(=CC(=C2C1)C(F)(F)F)CN1C[C@@H](CCC1)C)=O